CC=1CC=C(CC1C)CCO 2-(4,5-dimethylcyclohexa-1,4-dien-1-yl)ethan-1-ol